3-methyl-6-(4-methyl-3-pyrrolidin-1-ylsulfonylphenyl)-[1,2,4]triazolo[4,3-b]pyridazine CC1=NN=C2N1N=C(C=C2)C2=CC(=C(C=C2)C)S(=O)(=O)N2CCCC2